1,4-Diethyl-2-nitrobenzene C(C)C1=C(C=C(C=C1)CC)[N+](=O)[O-]